3,9-dibenzyl-3,7,9-triazabicyclo[3.3.1]nonane hydrochloride Cl.C(C1=CC=CC=C1)N1CC2CNCC(C1)N2CC2=CC=CC=C2